2-[(Z)-[4-amino-8-(trans-4-aminocyclohexoxy)-5,5-dimethyl-benzo[h]quinazolin-6-ylidene]amino]oxyacetamide NC1=NC=NC=2C3=C(\C(\C(C12)(C)C)=N/OCC(=O)N)C=C(C=C3)O[C@@H]3CC[C@H](CC3)N